C(C)(C)(C)OCCON1C(C2=C(N(C(C=C2CC1)=O)C)NC1=C(C=C(C=C1)SC)F)=O 2-(2-(tert-butoxy)ethoxy)-8-((2-fluoro-4-(methylthio)phenyl)amino)-7-methyl-3,4-dihydro-2,7-naphthyridine-1,6(2H,7H)-dione